O=C1N(C2=CC=C(C=3C2=C1C=CC3)CC3=CC=C(C=C3)CN3CCN(CC3)C3=NC(=NC=C3)N3C=NC(=C3)C(F)(F)F)[C@@H]3C(NC(CC3)=O)=O (S)-3-(2-oxo-6-(4-((4-(2-(4-(trifluoromethyl)-1H-imidazol-1-yl)pyrimidin-4-yl)piperazin-1-yl)methyl)benzyl)benzo[cd]indol-1(2H)-yl)piperidine-2,6-dione